FC=1C=C(C=C(C1)F)C=1C=C2C(=NC1)NC(N2CC2=NC=CC=C2C)=O 6-(3,5-difluorophenyl)-1-[(3-methyl-2-pyridinyl)methyl]-3H-imidazo[4,5-b]pyridin-2-one